sodium 2-picoline N1=C(C=CC=C1)C.[Na]